6,9-dihydro-5H-pyrrolo[3,2-h]quinazoline-7-carboxylic acid N1=CN=CC=2CCC3=C(C12)NC=C3C(=O)O